(4-(3-(4-aminophenyl)-4-((3,4-dimethylbenzyl)amino)-1H-pyrazolo[4,3-c]pyridin-1-yl)piperidin-1-yl)-2-methylpropan-1-one NC1=CC=C(C=C1)C1=NN(C2=C1C(=NC=C2)NCC2=CC(=C(C=C2)C)C)C2CCN(CC2)C(C(C)C)=O